C(#N)C1=C(C=C(C=C1)N1[C@H](O[C@@H](C1)C(=O)NC1=CC(=C(C=C1)C#N)OC)C(F)(F)F)C(F)(F)F (2R,5S)-3-(4-cyano-3-(trifluoromethyl)phenyl)-N-(4-cyano-3-methoxyphenyl)-2-(trifluoromethyl)oxazolidine-5-carboxamide